tert-butyl (R)-(2-(5-(1-aminoethyl)thiophen-2-yl)-6-fluorobenzyl)(methyl)carbamate N[C@H](C)C1=CC=C(S1)C1=C(CN(C(OC(C)(C)C)=O)C)C(=CC=C1)F